hex-5-yn-1-yl 2-heptylnonanoate C(CCCCCC)C(C(=O)OCCCCC#C)CCCCCCC